CNC(=O)NC1=CC(=C(C=C1)OC1=CC=CC=C1)OC(C)C 1-methyl-3-[4-phenoxy-3-(prop-2-yloxy)phenyl]urea